C(C=C)(=O)N1C[C@H](C[C@@H]1COC)N1N=C(C(=C1NC)C(=O)N)C#CC1=CC2=C(N(C=N2)C2(CC2)C#N)C=C1F 1-((3S,5R)-1-Acryloyl-5-(methoxymethyl)pyrrolidin-3-yl)-3-((1-(1-cyanocyclopropyl)-6-fluoro-1H-benzo[d]imidazol-5-yl)ethynyl)-5-(methylamino)-1H-pyrazole-4-carboxamide